COC1=CC=C(C(=O)O)C=C1 (+)-4-methoxybenzoic acid